C1(CCCCC1)(C1=CC=C(C=C1)N(C1=CC=C(C=C1)C)C1=CC=C(C=C1)C)C1=CC=C(C=C1)N(C1=CC=C(C=C1)C)C1=CC=C(C=C1)C 4,4'-cyclohexylidene-bis[N,N-bis(4-methylphenyl)benzenamine]